6-Bromo-2,4-dichloro-pyrido[2,3-d]pyrimidine BrC1=CC2=C(N=C(N=C2Cl)Cl)N=C1